C(CCCCC)C(C(=O)OCCCCCBr)CCCCCCCC 5-bromopentyl 2-hexyldecanoate